C(C1=CC=CC=C1)N1C([C@](NCC1)(C)C(F)F)=O (R)-1-benzyl-3-(difluoromethyl)-3-methylpiperazin-2-one